N1(C=CC2=CC=CC=C12)C(C)=O 1H-indol-1-yl-ethane-1-one